4-(4-(6-(((1R,3s,5S)-1,5-dimethyl-8-azabicyclo[3.2.1]octan-3-yl)(methyl)amino)pyridazin-3-yl)-3-hydroxyphenyl)-1-methylpyridin-2(1H)-one C[C@]12CC(C[C@](CC1)(N2)C)N(C2=CC=C(N=N2)C2=C(C=C(C=C2)C2=CC(N(C=C2)C)=O)O)C